cycloeicosane C1CCCCCCCCCCCCCCCCCCC1